1,3,5-trimethyl-8-fluoro-9-chloro-1,3,4,5-tetrahydro-6H-azepino[5,4,3-cd]indol-6-one CN1C=C2C=3C(=CC(=C(C13)Cl)F)C(N(CC2C)C)=O